(E)-2-(4-butoxyphenyl)-N'-(3,5-dimethoxybenzylidene)isonicotinohydrazide C(CCC)OC1=CC=C(C=C1)C=1C=C(C(=O)N/N=C/C2=CC(=CC(=C2)OC)OC)C=CN1